((2S,5R)-5-ethyl-2-methyl-4-(1-(quinoxalin-6-yl)ethyl)piperazin-1-yl)-4-methyl-2,4-dihydro-5H-pyrazolo[4,3-b]pyridin-5-one C(C)[C@H]1N(C[C@@H](N(C1)N1N=C2C(N(C(C=C2)=O)C)=C1)C)C(C)C=1C=C2N=CC=NC2=CC1